(S)-4-(2-(cyclopropanecarbonyl)-7,10-dioxo-6-(4-(trifluoromethyl)benzyl)-2,6,9-triazaspiro[4.5]decan-9-yl)-3-fluorobenzonitrile C1(CC1)C(=O)N1C[C@]2(CC1)N(C(CN(C2=O)C2=C(C=C(C#N)C=C2)F)=O)CC2=CC=C(C=C2)C(F)(F)F